C(#N)CN1C(=NC=C1)C1=C(C=NC(=C1)C1=CC=C(C=C1)F)CNC(OC(C)(C)C)=O tert-butyl ((4-(1-(cyanomethyl)-1H-imidazol-2-yl)-6-(4-fluorophenyl)pyridin-3-yl)methyl)carbamate